3-methyl-1-(4-vinylbenzyl)-3H-benzoimidazol-1-ium sulfate S(=O)(=O)([O-])[O-].CN1C=[N+](C2=C1C=CC=C2)CC2=CC=C(C=C2)C=C.CN2C=[N+](C1=C2C=CC=C1)CC1=CC=C(C=C1)C=C